tert-butyl N-[(1R,3S)-3-(7-morpholinosulfonyl-[1,2,4]triazolo[4,3-a]pyridin-3-yl)cyclohexyl]carbamate O1CCN(CC1)S(=O)(=O)C1=CC=2N(C=C1)C(=NN2)[C@@H]2C[C@@H](CCC2)NC(OC(C)(C)C)=O